S1C(=CC2=C1C=CC=C2)C2CN(CC2)C(=O)C2=CC(=NN2)C2=CN=NC=C2 [3-(benzothiophen-2-yl)pyrrolidin-1-yl]-(3-pyridazin-4-yl-1H-pyrazol-5-yl)methanone